nonadecenol CCCCCCCCCCCCCCCCC/C=C/O